CC1([C@H](NCC1)C(=O)O)C β,β-dimethyl-proline